ClC=CC=C 1-chloro-1,3-butadiene